C(C)(C)C1=CC(=NN1C)C(=O)NC1=CC(=CC=C1)[C@H](C)NC1=CN=C2C(=N1)N(N=C2)C (S)-5-isopropyl-1-methyl-N-(3-(1-((1-methyl-1H-pyrazolo[3,4-b]pyrazin-6-yl)amino)ethyl)phenyl)-1H-pyrazole-3-carboxamide